C(C)(C)(C)OC(=O)N1[C@H](CC2=C(C=C(C=C12)F)F)C(=O)O |r| rac-1-(tert-butoxycarbonyl)-4,6-difluoroindoline-2-carboxylic acid